6-(3-((4-((3,3-difluorocyclobutyl)carbamoyl)-2-methoxyphenyl)amino)prop-1-yn-1-yl)-N-((3S,4S)-1,3-dimethylpiperidin-4-yl)-1-(2,2,2-trifluoroethyl)-1H-benzo[d]imidazole-4-carboxamide FC1(CC(C1)NC(=O)C1=CC(=C(C=C1)NCC#CC=1C=C(C2=C(N(C=N2)CC(F)(F)F)C1)C(=O)N[C@@H]1[C@H](CN(CC1)C)C)OC)F